5-(1H-imidazol-1-yl)-2-(6-(methyl((1R,3r,5S)-8-methyl-8-azabicyclo[3.2.1]oct-6-en-3-yl)amino)pyridazin-3-yl)phenol N1(C=NC=C1)C=1C=CC(=C(C1)O)C=1N=NC(=CC1)N(C1C[C@@H]2C=C[C@H](C1)N2C)C